(5-(7,8-dihydro-1,6-naphthyridin-6(5H)-yl)naphthalen-2-yl)(piperidin-1-yl)methanone N1=CC=CC=2CN(CCC12)C1=C2C=CC(=CC2=CC=C1)C(=O)N1CCCCC1